tert-butyl (3-(1-(cis-3-(benzyloxy)cyclobutyl)-1H-pyrazol-3-yl)bicyclo[1.1.1]pentan-1-yl)carbamate C(C1=CC=CC=C1)O[C@H]1C[C@H](C1)N1N=C(C=C1)C12CC(C1)(C2)NC(OC(C)(C)C)=O